COC(C[C@@H]1CN(CC(C1)(F)F)C=1C(=NC(=CC1)C=1N=NN(C1CN1C(N(CC1)CC1CC1)=O)C)C)=O (S)-2-(1-(6-(5-((3-(cyclopropylmethyl)-2-oxoimidazolidin-1-yl)methyl)-1-methyl-1H-1,2,3-triazol-4-yl)-2-methylpyridin-3-yl)-5,5-difluoropiperidin-3-yl)acetic acid methyl ester